CC=1N(C=CN1)CCCN(CCCCCCC(C(=O)O)(CCCCCCCC)CCCCCC)CCCCCCC(C(=O)O)(CCCCCCCC)CCCCCC.C[GeH2][GeH3] Methyl-digermane ((3-(2-methyl-1H-imidazol-1-yl)propyl)azanediyl)bis(hexane-6,1-diyl)bis(2-hexyldecanoate)